3-(4-piperazin-1-ylphenyl)piperidine-2,6-dione dihydrochloride Cl.Cl.N1(CCNCC1)C1=CC=C(C=C1)C1C(NC(CC1)=O)=O